1-(5-cyclopropyl-1,3,4-oxadiazol-2-yl)ethanamine C1(CC1)C1=NN=C(O1)C(C)N